9-(4-fluorobenzyl)-1-methyl-9H-pyrido[3,4-b]indole-3-carbaldehyde FC1=CC=C(CN2C3=C(C4=CC=CC=C24)C=C(N=C3C)C=O)C=C1